C(CCC)OCCOCC1=CC=CC=C1 ethylene glycol benzyl butyl ether